C(C)(C)N1N=C2C(=NN(C(C2=C1)=O)C(C(=O)OC(C)(C)C)=C)C(C)C tert-butyl 2-(2,7-diisopropyl-4-oxo-pyrazolo[3,4-d]pyridazin-5-yl)prop-2-enoate